COC=1C=CC(=NC1)C1=NC=CC=C1 5-methoxy-2,2'-bipyridyl